Methyl (S)-2-(4-(2-cycloheptyl-2-(1-ethyl-1H-pyrazole-5-carboxamido)acetamido)-3-fluorophenyl)acetate C1(CCCCCC1)[C@@H](C(=O)NC1=C(C=C(C=C1)CC(=O)OC)F)NC(=O)C1=CC=NN1CC